FC(CN1C(=NC2=C1C=C(C=C2F)C=2C=CN1N=C(N=C(C12)OC)N[C@H]1CCC(N(C1)C)=O)C)F (S)-5-((5-(1-(2,2-difluoroethyl)-4-fluoro-2-methyl-1H-benzo[d]imidazol-6-yl)-4-methoxypyrrolo[2,1-f][1,2,4]triazin-2-yl)amino)-1-methylpiperidin-2-one